(S)-4-(3-Chloro-4-(9-(5-chloro-2-methoxybenzyl)-6-(1-methylcyclopropoxy)-9H-purin-8-yl)phenoxy)-2-methylbutanoic acid ClC=1C=C(OCC[C@@H](C(=O)O)C)C=CC1C=1N(C2=NC=NC(=C2N1)OC1(CC1)C)CC1=C(C=CC(=C1)Cl)OC